2-(2,6-dioxopiperidin-3-yl)-5-((6-(4-(4-(quinoxalin-2-yl)-1H-pyrazol-1-yl)piperidin-1-yl)hexyl)amino)isoindoline-1,3-dione O=C1NC(CCC1N1C(C2=CC=C(C=C2C1=O)NCCCCCCN1CCC(CC1)N1N=CC(=C1)C1=NC2=CC=CC=C2N=C1)=O)=O